methyl 1-(4-(2-(2-aminopyridin-3-yl)-5-phenyl-3H-imidazo[4,5-b]pyridin-3-yl)-2-fluorobenzyl)piperidine-4-carboxylate NC1=NC=CC=C1C1=NC=2C(=NC(=CC2)C2=CC=CC=C2)N1C1=CC(=C(CN2CCC(CC2)C(=O)OC)C=C1)F